4-amino-6-bromo-3-(2-chloro-5-fluorophenyl)-2,3-dihydro-1H-benzo[e]isoindol-1-one NC1=CC2=C(C=3C(NC(C13)C1=C(C=CC(=C1)F)Cl)=O)C=CC=C2Br